(2-methyl-4-methoxyphenyl)malonamide CC1=C(C=CC(=C1)OC)C(C(=O)N)C(=O)N